6,8-dibromocoumarincarbonyl chloride BrC=1C=C2C=C(C(OC2=C(C1)Br)=O)C(=O)Cl